COC1(CCC2(OCCO2)CC1)CC(C)=O 1-(8-methoxy-1,4-dioxaspiro[4.5]decan-8-yl)propan-2-one